1-(3,5-dichloro-4-methoxyphenyl)-2-(pyridin-2-yl)ethan-1-one diethyl-2-(4-(3-amino-6-p-tolylpyrazine-2-carboxamido)phenylsulfonyl)propan-2-ylphosphonate C(C)OP(OCC)(=O)C(C)(C)S(=O)(=O)C1=CC=C(C=C1)NC(=O)C1=NC(=CN=C1N)C1=CC=C(C=C1)C.ClC=1C=C(C=C(C1OC)Cl)C(CC1=NC=CC=C1)=O